acetyl isononyl peroxide C(CCCCCC(C)C)OOC(C)=O